BrC=1C=C2C3=C(NC2=CC1)[C@@H](N(CC3)C=3OC(=NN3)C(F)(F)F)CC(C)C 2-[(1S)-6-bromo-1-isobutyl-1,3,4,9-tetrahydropyrido[3,4-b]indol-2-yl]-5-(trifluoromethyl)-1,3,4-oxadiazole